The molecule is a steroid glucuronide anion that is the conjugate base of 4-methoxy-17beta-estradiol 3-O-(beta-D-glucuronide) arising from deprotonation of the carboxylic acid function; major species at pH 7.3. It is a steroid glucosiduronic acid anion, a beta-D-glucosiduronate and a monocarboxylic acid anion. It is a conjugate base of a 4-methoxy-17beta-estradiol 3-O-(beta-D-glucuronide). C[C@]12CC[C@H]3[C@H]([C@@H]1CC[C@@H]2O)CCC4=C3C=CC(=C4OC)O[C@H]5[C@@H]([C@H]([C@@H]([C@H](O5)C(=O)[O-])O)O)O